C(C)(C)(C)C1OC2(CC1N1CCCCC1)CCN(CC2)C(=O)OCC21CCC(CC2)(CC1)C1=CC=C(C=C1)OC (4-(4-methoxyphenyl)bicyclo[2.2.2]oct-1-yl)methanol tert-butyl-3-(1-piperidinyl)-1-oxa-8-azaspiro[4.5]decane-8-carboxylate